ClC1=CC=C(C(=O)NC(O)=O)C=C1.C(N)(OC1=CC=C(C=C1)Br)=O p-bromophenyl carbamate (p-chlorobenzoyl carbamate)